BrC1=C(C(=C(C=C1)S(=O)(=O)N[C@@H](C(F)(F)F)C)Cl)Cl (R)-4-bromo-2,3-dichloro-N-(1,1,1-trifluoropropan-2-yl)benzenesulfonamide